(S)-N-(cyclopropylformyl)phenylpropionamido-D-leucine borate B(O)(O)O.C1(CC1)C(=O)N([C@@H](CC(C)C)C(=O)O)NC(CCC1=CC=CC=C1)=O